C12CNCC(N1C(=O)N1CCC(CC1)N1N=CC(=C1)C=1C=C(C=3N(C1)N=CC3C#N)OC)C2 6-(1-(1-(3,6-diazabicyclo[3.1.1]heptane-6-carbonyl)piperidin-4-yl)-1H-pyrazol-4-yl)-4-methoxypyrazolo[1,5-a]pyridine-3-carbonitrile